CN1N=C(C=C1S(=O)(=O)Cl)C1=CC=CC=C1 1-methyl-3-phenyl-1H-pyrazole-5-sulfonyl chloride